CC1=NC2=CC=CC=C2C=C1CC(=O)OC(C)(C)C tert-butyl 2-(2-methylquinolin-3-yl)acetate